C12OCC(N(C1)C(=O)C1=CC(=CC(=C1)[N+](=O)[O-])OC(F)F)C2 2-oxa-5-azabicyclo[2.2.1]heptan-5-yl(3-(difluoromethoxy)-5-nitrophenyl)methanone